4-(3-amino-6-(5-(3-amino-1,1,1-trifluoro-2-hydroxy-3-oxopropan-2-yl)-2-methylphenyl)pyrazin-2-yl)-N-methylbenzamide trifluoroacetate FC(C(=O)O)(F)F.NC=1C(=NC(=CN1)C1=C(C=CC(=C1)C(C(F)(F)F)(C(=O)N)O)C)C1=CC=C(C(=O)NC)C=C1